P(=O)(F)(F)OC(C)COCC=C 3-(allyloxy)-2-propanol difluorophosphate